CCC(C)NC1=NC(=NC(=N1)NCC)OC The molecule is a diamino-1,3,5-triazine that is N-(butan-2-yl)-N'-ethyl-1,3,5-triazine-2,4-diamine substituted by a methoxy group at position 6. It is a diamino-1,3,5-triazine and a methoxy-1,3,5-triazine.